[N-]=C=O.C(CCCCCC)CCCCCC methylenebishexane isocyanate